FC1=CC=C(C=C1)C1=CC(=C(C=C1)CNC(CC)=O)C1=NN(C=C1)CC1=CC(NC=C1)=O N-((4'-fluoro-3-(1-((2-oxo-1,2-dihydropyridin-4-yl)methyl)-1H-pyrazol-3-yl)-[1,1'-biphenyl]-4-yl)methyl)propionamide